(trans)-[2-amino-4-(trifluoromethoxy)phenyl]-[4-[6-fluoro-2-(4-methoxycyclohexyl)-3H-imidazo[4,5-b]pyridin-7-yl]-1-piperidyl]methanone NC1=C(C=CC(=C1)OC(F)(F)F)C(=O)N1CCC(CC1)C1=C2C(=NC=C1F)NC(=N2)[C@@H]2CC[C@H](CC2)OC